C(C)(C)(C)OC(=O)N1CC2(CC2CO)CCC1.C(=O)(OC(C)(C)C)C1NCCNCC1 5-Bochomopiperazine tertbutyl-1-(hydroxymethyl)-5-azaspiro[2.5]octane-5-carboxylate